NCCCCCCC[Si](OC)(OC)OC 7-aminoheptyl-trimethoxysilane